N[C@@H](C)C(=O)OCCC(CC)(C)C 3,3-dimethylpentyl L-alaninate